C(C)(=O)N1[C@H]2[C@@H](CC1)CNC2 (3aS,6aS)-1-acetylhexahydropyrrolo[3,4-b]pyrrol